C(C)(C)(C)OC(=O)N1CCN(CC1)C(=O)C1=C(N(C2=NC(=C(C=C21)C)C)C2=C(C(=CC=C2C)OC)C)N(C(=O)OC(C)(C)C)C(=O)OC(C)(C)C 4-(2-(Bis(t-Butoxycarbonyl)amino)-1-(3-methoxy-2,6-dimethylphenyl)-5,6-dimethyl-1H-pyrrolo[2,3-b]pyridine-3-carbonyl)piperazine-1-carboxylic acid tert-butyl ester